CC(C)CCC(=C)C.CC(C)CC=C(C)C.CC(C)/C=C/C(C)C 2,5-dimethylhexene